CC1=NN=C(S1)NC(CC1=CC=C(OC2=C(C(=O)N)C=CC=N2)C=C1)=O 2-(4-(2-((5-methyl-1,3,4-thiadiazol-2-yl)amino)-2-oxoethyl)phenoxy)nicotinamide